N1=CC(=CC=C1)CNC(C1=CC=CC=C1)=O N-[(pyridin-3-yl)methyl]Benzamide